C1(=CC=CC=C1)N1C(OCC(C1)O)=O 3-phenyl-5-hydroxytetrahydro-1,3-oxazin-2-one